(1R,4R)-N1-(tetrahydro-2H-pyran-4-yl)cyclohexane-1,4-diamine dihydrochloride Cl.Cl.O1CCC(CC1)NC1CCC(CC1)N